(2e,5e)-2,5-bis(3-pyridylmethylene)cyclopentanone N1=CC(=CC=C1)\C=C/1\C(/C(/CC1)=C/C=1C=NC=CC1)=O